C(C)(C)(C)OC(=O)N1[C@@H]2C[C@@]2(C[C@H]1C(NC1=NC(=C(N=C1)C)Br)=O)C (1R,3S,5R)-3-((6-bromo-5-methylpyrazin-2-yl)carbamoyl)-5-methyl-2-azabicyclo[3.1.0]hexane-2-carboxylic acid tert-butyl ester